(S)-N-(1-(3-Fluorophenyl)ethyl)-2-(1,3,4-trimethyl-7-oxo-1,7-dihydro-6H-pyrazolo[3,4-d]-pyridazin-6-yl)acetamid FC=1C=C(C=CC1)[C@H](C)NC(CN1N=C(C2=C(C1=O)N(N=C2C)C)C)=O